[2-(6-methoxybenzoimidazol-1-yl)ethyl]acetamide COC=1C=CC2=C(N(C=N2)CCCC(=O)N)C1